FC1=C(OCC(C)=O)C(=CC=C1)F 1-(2,6-difluorophenoxy)propan-2-one